6-(2-(2-aminoethyl)-2H-indazol-5-yl)-8-(4-(difluoromethoxy)phenyl)-2-ethoxypyrido[2,3-d]pyrimidin-7(8H)-one NCCN1N=C2C=CC(=CC2=C1)C1=CC2=C(N=C(N=C2)OCC)N(C1=O)C1=CC=C(C=C1)OC(F)F